CC1=NC=C(C=N1)C1=CC=C2CC(NC2=C1)=O 6-(2-methylpyrimidin-5-yl)indolin-2-one